CC(CCOCC=CC1=CC(=C(C=C1)O)OC)CCC=C(C)C 4-(3-((3,7-dimethyloct-6-en-1-yl)oxy)prop-1-en-1-yl)-2-methoxyphenol